2,2'-biindoline N1C(CC2=CC=CC=C12)C1NC2=CC=CC=C2C1